C(C)(C)(C)OC(=O)N(C(CO)(C)C)NC(=O)OC(C)(C)C 2-[(tert-butoxycarbonyl)[(tert-butoxycarbonyl)amino]amino]-2-methylpropan-1-ol